BrCC(=O)NCCNC(OC(C)(C)C)=O tert-butyl (2-(2-bromoacetamido)ethyl)carbamate